BrC1=CC(=C(C=C1)N(C(C(F)(F)F)=O)C)C#N (4-bromo-2-cyanophenyl)-2,2,2-trifluoro-N-methylacetamide